ClC1=C(C(=CC(=C1)NC(CC1=NC=C(C=C1)S(=O)(=O)CC)=O)Cl)C1=CC=C(C=C1)S(=O)(=O)C N-(2,6-dichloro-4'-(methylsulfonyl)-[1,1'-biphenyl]-4-yl)-2-(5-(ethylsulfonyl)pyridin-2-yl)acetamide